6-bromo-4-(3-fluoro-4-(4-(oxetan-3-ylmethyl)piperazin-1-yl)phenyl)quinazoline BrC=1C=C2C(=NC=NC2=CC1)C1=CC(=C(C=C1)N1CCN(CC1)CC1COC1)F